CN(CCC1(CC=C(C=C1)N)N)C 1-(2-(dimethylamino)ethyl)benzene-1,4-diamine